4-(ethylsulfonylmethyl)benzamide C(C)S(=O)(=O)CC1=CC=C(C(=O)N)C=C1